CC1=NOC(=C1CC=O)C 2-(3,5-dimethylisoxazol-4-yl)acetaldehyde